2-(2,6-dioxopiperidin-3-yl)-5-((6-oxo-6-(4-(4-(8-(tetrahydro-2H-pyran-4-yl)quinoxalin-2-yl)-1H-pyrazol-1-yl)piperidin-1-yl)hexyl)amino)isoindoline-1,3-dione O=C1NC(CCC1N1C(C2=CC=C(C=C2C1=O)NCCCCCC(N1CCC(CC1)N1N=CC(=C1)C1=NC2=C(C=CC=C2N=C1)C1CCOCC1)=O)=O)=O